3-(4-(4-((4-(2-((R)-3-((4-(1H-pyrrolo[2,3-b]pyridin-3-yl)-5-(trifluoromethyl)pyrimidin-2-yl)amino)pyrrolidin-1-yl)ethyl)piperazin-1-yl)methyl)piperidin-1-yl)phenyl)piperidine N1C=C(C=2C1=NC=CC2)C2=NC(=NC=C2C(F)(F)F)N[C@H]2CN(CC2)CCN2CCN(CC2)CC2CCN(CC2)C2=CC=C(C=C2)C2CNCCC2